FC(C=1C=C(C=CC1)N1C(N(C2=NC=CC=C21)C(C2=CC=CC=C2)(C2=CC=CC=C2)C2=CC=CC=C2)=O)(F)F 3-(trifluoromethyl)phenyl-3-trityl-1,3-dihydro-2H-imidazo[4,5-b]pyridin-2-one